C(C)(C)(C)OC(=O)N1[C@@H](CCC1)CNC1=NC=2N(C=C1)N=CC2I (S)-2-(((3-iodopyrazolo[1,5-a]pyrimidin-5-yl)amino)methyl)pyrrolidine-1-carboxylic acid tert-butyl ester